2,4,6-tris(9-phenyl-9H-[3,9'-bicarbazol]-6-yl)-1,3,5-triazine C1(=CC=CC=C1)N1C2=CC=C(C=C2C=2C=C(C=CC12)N1C2=CC=CC=C2C=2C=CC=CC12)C1=NC(=NC(=N1)C=1C=C2C=3C=C(C=CC3N(C2=CC1)C1=CC=CC=C1)N1C2=CC=CC=C2C=2C=CC=CC12)C=1C=C2C=3C=C(C=CC3N(C2=CC1)C1=CC=CC=C1)N1C2=CC=CC=C2C=2C=CC=CC12